(S)-N-(3-(6-acrylamidopyridin-2-yl)prop-2-yn-1-yl)-N-(4-fluorophenyl)-3-(6-methyl-4-(trifluoromethyl)pyridin-2-yl)-2-oxoimidazolidine-4-carboxamide C(C=C)(=O)NC1=CC=CC(=N1)C#CCN(C(=O)[C@H]1N(C(NC1)=O)C1=NC(=CC(=C1)C(F)(F)F)C)C1=CC=C(C=C1)F